7,7-dimethyl-2-oxobicyclo[2.2.1]heptane CC1(C2C(CC1CC2)=O)C